C(C)C1=C(C=CC(=C1)Cl)Cl 2-ethyl-1,4-dichlorobenzene